(3-cyclopropylmethoxy-4-methoxystyryl)-2,6-dimethylpyridin-4(1H)-one C1(CC1)COC=1C=C(C=CN2C(=CC(C=C2C)=O)C)C=CC1OC